N(=[N+]=[N-])CCN1[C@H](CC[C@@H]1C(=O)OCC)C(=O)OCC diethyl (2R,5R)-1-(2-azidoethyl)pyrrolidine-2,5-dicarboxylate